N-(2-((2-((3-aminopropyl)amino)-2-oxoethyl)amino)ethyl)-2-chloro-4-((3-(1-(cyanomethyl)-3-(trifluoromethyl)-1H-pyrazol-4-yl)imidazo[1,2-a]pyrazin-8-yl)amino)benzamide formate C(=O)O.NCCCNC(CNCCNC(C1=C(C=C(C=C1)NC=1C=2N(C=CN1)C(=CN2)C=2C(=NN(C2)CC#N)C(F)(F)F)Cl)=O)=O